(S)-2-((4-(2-(4-chloro-2-methoxyphenyl)-4-fluoro-2H-chromene-8-yl)piperidin-1-yl)methyl)-1-((1-(fluoromethyl)cyclopropyl)methyl)-1H-imidazo[4,5-b]pyridine-6-carboxylic acid ClC1=CC(=C(C=C1)[C@H]1OC2=C(C=CC=C2C(=C1)F)C1CCN(CC1)CC=1N(C=2C(=NC=C(C2)C(=O)O)N1)CC1(CC1)CF)OC